C(C)(=O)[O-].C(CCCCCCCC)[NH+]1C=C(C=C1)CCCC 1-Nonyl-3-butylpyrrolium acetat